COC=1C=C(C(=O)NC)C=CC1NCC#CC=1N=C2N(C=CC=C2NC2CCN(CC23CC3)C)C1SC(F)(F)F 3-methoxy-N-methyl-4-((3-(8-((5-methyl-5-azaspiro[2.5]octan-8-yl)amino)-3-((trifluoromethyl)thio)imidazo[1,2-a]pyridin-2-yl)prop-2-yn-1-yl)amino)benzamide